4-hydroxy-3,5-dimethoxyphenethylamine OC1=C(C=C(CCN)C=C1OC)OC